Dimethylenetriurea C(NC(=O)N)NC(=O)NCNC(=O)N